2,9-Dinaphthalen-2-yl-4,7-diphenyl-1,10-phenanthroline C1=C(C=CC2=CC=CC=C12)C1=NC2=C3N=C(C=C(C3=CC=C2C(=C1)C1=CC=CC=C1)C1=CC=CC=C1)C1=CC2=CC=CC=C2C=C1